tert-butyl 4-[7-([8-fluoro-2-methylimidazo[1,2-a]pyridin-6-yl]carbamoyl)-2-methyl-1-benzofuran-4-yl]piperazine-1-carboxylate FC=1C=2N(C=C(C1)NC(=O)C1=CC=C(C=3C=C(OC31)C)N3CCN(CC3)C(=O)OC(C)(C)C)C=C(N2)C